methylpyrimidin-4(1H)-imine CN1C=NC(C=C1)=N